ClC1=NN(C(=C1)C(O)C=1C=NN(C1)CC)C1=C(C=C(C=C1)F)CO (3-chloro-1-(4-fluoro-2-(hydroxymethyl)phenyl)-1H-pyrazol-5-yl)(1-ethyl-1H-pyrazol-4-yl)methanol